N-iso-Pentyl-2-methoxy-4-(tert-pentyl)-1H-imidazole-1-carboxamide C(CC(C)C)NC(=O)N1C(=NC(=C1)C(C)(C)CC)OC